N12C=CNC2CCC1 1,4-Diazabicyclo[3.3.0]octen